C(C)C1(COC1)COCCCCCOC1=CC=C(C=C)C=C1 4-[5-(3-ethyloxetan-3-ylmethoxy)pentyloxy]styrene